CC1(N(C(N(C1=O)C1=C(C(=C(C#N)C=C1)SC)F)=S)C=1C=NC(=CC1)C)C 4-[4,4-dimethyl-3-(6-methylpyridin-3-yl)-5-oxo-2-thioxo-imidazolidin-1-yl]-3-fluoro-2-methylthio-benzonitrile